NC=1C=CC(=C(C1)OB(O)O)F 5-amino-2-fluorophenylboric acid